4,4,4-trifluorobutanate FC(CCC(=O)[O-])(F)F